[Br-].C(CCCCCCCCCCCCCCC)[N+]1=CC=CC=C1 cetyl-pyridinium bromide salt